ClC=1C=C2C=C(NC2=CC1OCC=1N=COC1)CNC(C)=O N-((5-chloro-6-(oxazol-4-ylmethoxy)-1H-indol-2-yl)methyl)acetamide